3-Ethoxy-5-{6-[2-(1-fluoro-naphthalen-2-yl)-ethylamino]-pyrimidin-4-yl}-thiophene C(C)OC1=CSC(=C1)C1=NC=NC(=C1)NCCC1=C(C2=CC=CC=C2C=C1)F